5-fluoro-N-(4-fluoro-2-methylphenyl)-4-(3-oxo-5,6-dihydro-3H-[1,2,4]triazolo[3,4-c][1,4]oxazin-2(8H)-yl)-2-{[(2S)-1,1,1-trifluoropropan-2-yl]oxy}benzamide FC=1C(=CC(=C(C(=O)NC2=C(C=C(C=C2)F)C)C1)O[C@H](C(F)(F)F)C)N1N=C2COCCN2C1=O